(diphenyltriazinyl)(phenyldibenzoselenophenyl)biphenyl C1(=CC=CC=C1)C1=C(C(=NN=N1)C=1C(=C(C=CC1)C1=CC=CC=C1)C1=C(C=CC=2[Se]C3=C(C21)C=CC=C3)C3=CC=CC=C3)C3=CC=CC=C3